CC=1C(=NC=CC1)C=1SC=2C=NC(=CC2N1)NC1=NC(=C(C=C1)C(C)C)CN1CCCC1 N-[2-(3-Methylpyridin-2-yl)-[1,3]thiazolo[5,4-c]pyridin-6-yl]-5-(propan-2-yl)-6-[(pyrrolidin-1-yl)methyl]pyridin-2-amine